C(C)(C)(C)OC(=O)N1CCC2(CC(C2)C2=CC(=NC=C2)C(C)(C)C)CC1 2-(2-(tert-butyl)pyridin-4-yl)-7-azaspiro[3.5]Nonane-7-carboxylic acid tert-butyl ester